4-amino-3-methylimidazo[1,5-a]quinoxaline-8-carboxylic acid NC=1C=2N(C3=CC(=CC=C3N1)C(=O)O)C=NC2C